1-(3-aminophenyl)-5-mercaptotetrazole NC=1C=C(C=CC1)N1N=NN=C1S